2-(4-(4-(aminomethyl)-7-oxo-6,7-dihydrothieno[2,3-d]pyridazin-2-yl)-1-methyl-1H-pyrazol-5-yl)-1-naphthonitrile NCC=1C2=C(C(NN1)=O)SC(=C2)C=2C=NN(C2C2=C(C1=CC=CC=C1C=C2)C#N)C